1-boc-3-azetidinone C(=O)(OC(C)(C)C)N1CC(C1)=O